1-(2-(dimethylamino)ethyl)-3-(4-(1-(3'-nitro-[1,1'-biphenyl]-4-yl)-1H-benzo[d]imidazol-6-yl)phenyl)urea CN(CCNC(=O)NC1=CC=C(C=C1)C=1C=CC2=C(N(C=N2)C2=CC=C(C=C2)C2=CC(=CC=C2)[N+](=O)[O-])C1)C